(3R,4R)-1-(1-(4-(Difluoromethyl)benzyl)-5,6-difluoro-1H-benzimidazol-2-yl)-4-fluoro-3-piperidinamin FC(C1=CC=C(CN2C(=NC3=C2C=C(C(=C3)F)F)N3C[C@H]([C@@H](CC3)F)N)C=C1)F